C(OC=1CC2(CCN(CC2)S(=O)(=O)CC)CC(C1C1=C(C=C(C=C1C)C#CC)C)=O)(OC)=O [9-(2,6-dimethyl-4-prop-1-ynyl-phenyl)-3-ethylsulfonyl-10-oxo-3-azaspiro[5.5]undec-8-en-8-yl] methyl carbonate